(S)-3-(dibenzylamino)-2-fluoropropanol C(C1=CC=CC=C1)N(C[C@@H](CO)F)CC1=CC=CC=C1